CN1C=CC2=CC=C(C=C12)C(=O)N1[C@@H](C=2N(CC1)C(=NN2)C2=NC(=NS2)C)C (R)-(1-methyl-1H-indol-6-yl)(8-methyl-3-(3-methyl-1,2,4-thiadiazol-5-yl)-5,6-dihydro-[1,2,4]triazolo[4,3-a]pyrazin-7(8H)-yl)methanone